O[C@H]1[C@@H](O[C@@H]([C@H]([C@@H]1O)O)CO)OCCCCN1C([C@H]2C3C=CC([C@H]2C1=O)C3)=O (3aR,7aS)-2-(4-(((2R,3R,4S,5S,6R)-3,4,5-trihydroxy-6-(hydroxymethyl)tetrahydro-2H-pyran-2-yl)oxy)butyl)-3a,4,7,7a-tetrahydro-1H-4,7-methanoisoindole-1,3(2H)-dione